BrC1=CC=CC(=N1)NC(=O)C1NCC(C1)(C)C N-(6-bromopyridin-2-yl)-4,4-dimethylpyrrolidine-2-carboxamide